O1C(CCCC1)N1N=CC2=CC=C(C=C12)C1(CCOCC1)C(=O)OCC ethyl 4-(1-(tetrahydro-2H-pyran-2-yl)-1H-indazol-6-yl)tetrahydro-2H-pyran-4-carboxylate